benzyl ((6SR,7SR,8RS)-6-isopropyl-2-methoxy-7-methyl-5,6,7,8-tetrahydropyrido[3,2-d]pyrimidin-8-yl)carbamate C(C)(C)[C@H]1[C@@H]([C@H](C=2N=C(N=CC2N1)OC)NC(OCC1=CC=CC=C1)=O)C |r|